(R)-2-methylenetetrahydro-1H-pyrrolizin C=C1C[C@H]2CCCN2C1